3,4-Dichlorophenyl 2,4,6-tri-O-acetyl-3-deoxy-3-[4-(ethoxycarbonyl)-1H-1,2,3-triazol-1-yl]-1-thio-α-D-galactopyranoside C(C)(=O)O[C@H]1[C@@H](SC2=CC(=C(C=C2)Cl)Cl)O[C@@H]([C@@H]([C@@H]1N1N=NC(=C1)C(=O)OCC)OC(C)=O)COC(C)=O